FC1=C(C=C2C(=CN(C(C2=C1)=O)C1=C(C=CC=C1)C)C(C)C)O 7-fluoro-6-hydroxy-4-isopropyl-2-(o-tolyl)isoquinolin-1(2H)-one